FC1CC(N(C1)C(C(CC1=CC=NC=C1)C)=O)C(=O)NC(C1=CC=C(C=C1)C(C)C)C1=CC=CC=C1 4-fluoro-1-[2-methyl-3-(pyridin-4-yl)propanoyl]-N-{phenyl[4-(propan-2-yl)phenyl]methyl}pyrrolidine-2-carboxamide